(3-chloro-2,4-difluorophenyl)(3-(trifluoromethyl)cyclobutyl)methanone ClC=1C(=C(C=CC1F)C(=O)C1CC(C1)C(F)(F)F)F